FCCCN1C[C@H](CC1)OC1=CC=C(C=C1)C1=C(CSC2=CC(=CC=C12)O)C=1C=CC2=C(N(CCO2)C(=O)OC(C)(C)C)C1 tert-butyl 6-[4-[4-[(3S)-1-(3-fluoropropyl)pyrrolidin-3-yl]oxyphenyl]-7-hydroxy-2H-thiochromen-3-yl]-2,3-dihydro-1,4-benzoxazine-4-carboxylate